3-(Ethylamino)azetidin C(C)NC1CNC1